FC1=C(CNC(C2=CC=C(C=C2)N2CCN(CC2)C(CCSSC2=NC=C(C=C2)[N+](=O)[O-])=O)=O)C=CC(=C1)NC(=O)[C@@H]1[C@H](C1)C=1C=NC=CC1 N-(2-Fluoro-4-((1S,2S)-2-(pyridin-3-yl)cyclopropane-1-carboxamido)benzyl)-4-(4-(3-((5-nitropyridin-2-yl)disulfaneyl)propanoyl)piperazin-1-yl)benzamide